NC=1N=C(SC1C(=O)C1=CC=C(C=C1)NC(OCC1=CC=CC=C1)=O)N(C1=CC=C(C=C1)F)[C@H](C(=O)N)C (S)-benzyl N-[4-[4-amino-2-(N-(2-amino-1-methyl-2-oxo-ethyl)-4-fluoro-anilino)thiazole-5-carbonyl]phenyl]carbamate